(R)-8-acetyl-1-(1H-benzo[d]imidazol-2-yl)-5,7-dihydroxy-3,4a,6-trimethyl-1,4a-dihydro-4H-benzofuro[3,2-f]indazol-4-one C(C)(=O)C1=C(C(=C(C2=C1OC=1[C@@]2(C(C=2C(=NN(C2C1)C1=NC2=C(N1)C=CC=C2)C)=O)C)O)C)O